C(C)(C)N1N=C(C(=C1C)O)C1=C(C=CC=C1F)F 1-isopropyl-3-(2,6-difluorophenyl)-5-methyl-pyrazol-4-ol